FC=1C(=NC(=NC1)NC1=CC=C(C=N1)N1CCN(CC1)CC1=C(C=CC=C1)C1C(NC(CC1)=O)=O)C=1C=C(C2=C(N(C(=N2)C)C(C)C)C1)F 3-(2-((4-(6-((5-fluoro-4-(4-fluoro-1-isopropyl-2-methyl-1H-benzo[d]imidazol-6-yl)pyrimidin-2-yl)amino)pyridin-3-yl)piperazin-1-yl)methyl)phenyl)piperidine-2,6-dione